allyldimethyl((1-phenylallyl)oxy)silane C(C=C)[Si](OC(C=C)C1=CC=CC=C1)(C)C